FC1=C(C(=O)NO)C(=C(C(=C1F)F)F)F 2,3,4,5,6-pentafluoro-N-hydroxy-benzamide